(6-Bromo-7-(methoxymethoxy)-2-oxo-2H-chromen-4-yl)methyl methyl(2-(2,2,2-trifluoroacetamido)ethyl)carbamat CN(C(OCC1=CC(OC2=CC(=C(C=C12)Br)OCOC)=O)=O)CCNC(C(F)(F)F)=O